OC1=C(OC2=C(C(=CC(=C2C1=O)O)O)CCC(=C)C)C1=CC=C(C=C1)OC 3,5,7-trihydroxy-4'-methoxy-8-isopentenyl-flavone